1,6-hexanediol diacrylate (1,6-hexanedioxydiacrylate) C(CCCCCOC=CC(=O)O)OC=CC(=O)O.C(C=C)(=O)O.C(C=C)(=O)O.C(CCCCCO)O